C(#N)C1=C(C=C(C=C1C(F)(F)F)NC1CCC(CC1)NC(OC(C)(C)C)=O)C tert-butyl ((1s,4s)-4-((4-cyano-3-methyl-5-(trifluoromethyl)phenyl)amino)cyclohexyl)carbamate